ethyl-[4-(2,6-dichlorobenzenesulfonyl)-1-piperazinyl] thiazole-4-carboxylate S1C=NC(=C1)C(=O)ON1C(CN(CC1)S(=O)(=O)C1=C(C=CC=C1Cl)Cl)CC